F[C@@H]1[C@H]2CC[C@@H](C[C@@H]1N(C1=CC=C(N=N1)C=1C=C3C=CC=NC3=CC1O)C)N2 6-(6-(((1R,2R,3S,5S)-2-fluoro-8-azabicyclo[3.2.1]octan-3-yl)(methyl)amino)pyridazin-3-yl)quinolin-7-ol